O1C(COCC2=C1C=CC=C2)=O 3,4-dihydro-2H-benzo[1,4]dioxepine-2-one